ClC1=CC2=C(N=N1)N(C=C2)CC2CC1(CN(C1)C)C2 6-({3-chloro-7H-pyrrolo[2,3-c]pyridazin-7-yl}methyl)-2-methyl-2-azaspiro[3.3]heptane